C(C)(C)(C)C=1C=C(C(=O)N2C[C@@H]([C@@](CC2)(O)C)O)C=C(C1O)C(C)(C)C (3S,4R)-1-(3,5-di-tert-butyl-4-hydroxybenzoyl)-4-methylpiperidine-3,4-diol